ClC1=C(C=CC=C1OCC(=O)NC)N1N=CC2=C1COC[C@H]2NC(=O)C=2N=CN1C2CCCC1 (S)-N-(1-(2-chloro-3-(2-(methylamino)-2-oxoethoxy)phenyl)-1,4,5,7-tetrahydropyrano[3,4-c]pyrazol-4-yl)-5,6,7,8-tetrahydroimidazo[1,5-a]pyridine-1-carboxamide